tert-butyl (S)-2,2-dimethyl-4-(2-methylhex-5-en-2-yl)oxazolidine-3-carboxylate CC1(OC[C@@H](N1C(=O)OC(C)(C)C)C(C)(CCC=C)C)C